4-bromo-6-chloro-7-fluoro-5-(2-methylcyclopropyl)-1-(tetrahydro-2H-pyran-2-yl)-1H-indazole BrC1=C2C=NN(C2=C(C(=C1C1C(C1)C)Cl)F)C1OCCCC1